2,5-dimethyl-1-[6-[6-(trifluoromethyl)imidazo[1,2-b]pyridazin-3-yl]pyrimidin-4-yl]piperidine-3-carboxamide CC1N(CC(CC1C(=O)N)C)C1=NC=NC(=C1)C1=CN=C2N1N=C(C=C2)C(F)(F)F